2-(2-chlorobenzyl)-3-(1-(2-oxo-2H-chromen-8-yl)-1H-1,2,3-triazol-4-yl)picolinamide ClC1=C(CC2(NC=CC=C2C=2N=NN(C2)C=2C=CC=C3C=CC(OC23)=O)C(=O)N)C=CC=C1